Hexakis(phenylethynyl)benzene C1(=CC=CC=C1)C#CC1=C(C(=C(C(=C1C#CC1=CC=CC=C1)C#CC1=CC=CC=C1)C#CC1=CC=CC=C1)C#CC1=CC=CC=C1)C#CC1=CC=CC=C1